(1S,2R,3S,4R,5S)-3-(benzyloxy)-4-(((trifluoromethyl)sulfonyl)oxy)-6,8-dioxabicyclo[3.2.1]octan-2-yl benzoate C(C1=CC=CC=C1)(=O)O[C@@H]1[C@@H]2CO[C@H]([C@@H]([C@H]1OCC1=CC=CC=C1)OS(=O)(=O)C(F)(F)F)O2